FC=1C=C(C=CC1)C(N1[C@@H](CN(CC1)C1=C(C(N(C=2C=CC(=NC12)C#N)C)=O)C#N)C)C1=NC=C(C=C1)F 8-[(3R)-4-[(3-fluorophenyl)(5-fluoropyridin-2-yl)methyl]-3-methylpiperazin-1-yl]-5-methyl-6-oxo-5,6-dihydro-1,5-naphthyridine-2,7-dicarbonitrile